CC1(CCC(CC1)C1=CC=C(C=C1)C1(C=C2C(=NC(S2)N)C=C1)N)C 6-(4-(4,4-dimethylcyclohexyl)phenyl)benzo[d]thiazole-2,6-diamine